N-(2-aminoethyl)-2-aminopropanesulfonic acid NCCNC(CS(=O)(=O)O)C